O=C1NC(CCC1N1C(C2=CC=CC(=C2C1=O)C#CCOCCO)=O)=O 2-(2,6-dioxopiperidin-3-yl)-4-(3-(2-hydroxyethoxy)prop-1-yn-1-yl)isoindoline-1,3-dione